C(C)(C)(C)C=1C(=CNC1)C(=O)N[C@@H](CC/C=C/C(=O)OC)C(=O)NC=1C(N(C=CC1)CCNC12CC3CC(CC(C1)C3)C2)=O (S,E)-methyl 6-(4-tert-butyl-1H-pyrrole-3-carboxamido)-7-(1-(2-(1-adamantylamino)ethyl)-2-oxo-1,2-dihydropyridin-3-ylamino)-7-oxohept-2-enoate